7,9-dimethyl-N-[(4-methylsulfonylphenyl)methyl]pyrido[3',2':4,5]thieno[3,2-d]pyrimidin-4-amine CC=1C=C(C2=C(SC3=C2N=CN=C3NCC3=CC=C(C=C3)S(=O)(=O)C)N1)C